CN(C(C(C(C(F)F)(F)F)(F)F)=O)[Si](C)(C)C N-methyl-N-(trimethylsilyl)hexafluorobutyramide